6-[2-(p-isobutylphenyl)acetylamino]hexanoate C(C(C)C)C1=CC=C(C=C1)CC(=O)NCCCCCC(=O)[O-]